tert-butyl N-{2-[(3R,4R)-3,4-bis(3,3-difluorocyclobutaneamido) pyrrolidin-1-yl]ethyl}carbamate FC1(CC(C1)C(=O)N[C@@H]1CN(C[C@H]1NC(=O)C1CC(C1)(F)F)CCNC(OC(C)(C)C)=O)F